BrC1=C(C(=O)N(N)C)C=CC(=C1)Cl 2-bromo-4-chloro-N-methylbenzohydrazide